Arginin N[C@@H](CCCNC(N)=N)C(=O)O